N1C=NC=2CNCCC21 1,4,6,7-tetrahydro-5H-imidazo[4,5-c]pyridin